FC=1C=C(NC2C(NC(CC2)=O)=O)C=CC1N1CCNCC1 3-(3-fluoro-4-piperazin-1-yl-anilino)piperidine-2,6-dione